C(C)OC1=C(C=C2C(=NC=NC2=C1)C=1C(=NN(C1)C)C1=CC=CC=C1)N1CCOCC1 4-(7-ethoxy-4-(1-methyl-3-phenyl-1H-pyrazol-4-yl)quinazolin-6-yl)morpholine